4-bromo-6-chloro-2-fluoro-3-((4-Methoxybenzyl)oxy)pyridine BrC1=C(C(=NC(=C1)Cl)F)OCC1=CC=C(C=C1)OC